1,3-Dimethyl-7-cyanophenoxazine CC1=CC(=CC=2OC3=CC(=CC=C3NC12)C#N)C